C(CCNC([C@H](O)C(C)(C)CO)=O)(=O)OCC (+)-ethyl pantothenate